(3-(3-(2-Chloro-3-methoxyphenyl)-1H-pyrazolo[3,4-b]pyrazin-6-yl)-7-(4-methylthiazol-2-yl)-3-azabicyclo[4.1.0]heptan-7-yl)methanamine ClC1=C(C=CC=C1OC)C1=NNC2=NC(=CN=C21)N2CC1C(C1CC2)(C=2SC=C(N2)C)CN